The molecule is an epoxide substituted at position 2 by a hydroxymethyl group and at position 3 by a hepta-1,3,5-triyn-1-yl group (the 2S,3S)-diastereomer. It is isolated from Trametes pubescens and exhibits antifungal properties. It has a role as a metabolite and an antifungal agent. It is an epoxide and a primary alcohol. CC#CC#CC#C[C@H]1[C@@H](O1)CO